3-(trifluoromethyl)imidazole FC(N1C=NC=C1)(F)F